hexyl S-(3-isopropyl-6-methylcyclohex-2-en-1-yl)cysteinate C(C)(C)C1=CC(C(CC1)C)SC[C@H](N)C(=O)OCCCCCC